Diethyl (4-((4,6-dichloro-9H-pyrimido[4,5-b]indol-9-yl)methyl)benzyl)phosphonate ClC1=NC=NC=2N(C3=CC=C(C=C3C21)Cl)CC2=CC=C(CP(OCC)(OCC)=O)C=C2